ditrimethyl-ammonium maleate C(\C=C/C(=O)[O-])(=O)[O-].C[NH+](C)C.C[NH+](C)C